C[C@@H]1CN(CCC1)CC1=CC2=C(C(N(C=C2C(F)(F)F)C=2C=C(C=CC2)C2(CC(C2)CC#N)C2=NN=CN2C)=O)N1 2-[3-[3-[2-[[(3S)-3-methyl-1-piperidinyl]methyl]-7-oxo-4-(trifluoromethyl)-1H-pyrrolo[2,3-c]pyridin-6-yl]phenyl]-3-(4-methyl-1,2,4-triazol-3-yl)cyclobutyl]acetonitrile